3-(4-(2-(3,5-dichloro-4-(3-chloropropoxy)phenyl)propan-2-yl)phenoxy)propane-1,2-diyl diacetate C(C)(=O)OCC(COC1=CC=C(C=C1)C(C)(C)C1=CC(=C(C(=C1)Cl)OCCCCl)Cl)OC(C)=O